2-((tert-butoxycarbonyl)amino)-2-(4-fluoro-4-methylcyclohexyl)acetic acid C(C)(C)(C)OC(=O)NC(C(=O)O)C1CCC(CC1)(C)F